C(C)(C)(C)[Al]1OCCCC1 t-butyl-alumoxane